[Na+].P(OCCCCCCCCCCC)([O-])O monoundecyl phosphite monosodium salt